C1(CC1)C1=C(C(=C2C(=N1)CCC2)NC(=O)N=S(=O)(N)C=2SC=C(C2)C(C)(C)O)C(C)C N'-((2-cyclopropyl-3-isopropyl-6,7-dihydro-5H-cyclopenta[b]pyridin-4-yl)carbamoyl)-4-(2-hydroxypropan-2-yl)thiophene-2-sulfonimidamide